7-(2-((S)-1-((2S,4R)-1-((S)-2-(1-fluorocyclopropane-1-carboxamido)-3,3-dimethylbutanoyl)-4-hydroxypyrrolidine-2-carboxamido)ethyl)-5-(4-methylthiazol-5-yl)phenoxy)heptanoic acid FC1(CC1)C(=O)N[C@H](C(=O)N1[C@@H](C[C@H](C1)O)C(=O)N[C@@H](C)C1=C(OCCCCCCC(=O)O)C=C(C=C1)C1=C(N=CS1)C)C(C)(C)C